1-[4-[4-(2,2-dimethoxyethyl)-1-piperidinyl]phenyl]-2-phenyl-tetrahydronaphthalen-6-ol COC(CC1CCN(CC1)C1=CC=C(C=C1)C1C(CCC2=CC(=CC=C12)O)C1=CC=CC=C1)OC